C1(=CC=C(C=C1)C1=NN=C(N1C1=CC=CC=C1)C1=CC=C(C=C1)C(C)(C)C)C1=CC=CC=C1 3-([1,1'-biphenyl]-4-yl)-5-(4-(tert-butyl)phenyl)-4-phenyl-4H-1,2,4-triazole